Cl.C(C)C=1C(NC(=NC1CC)C1=C(C=CC(=C1)NC(CN1CCN(CC1)C)=O)OCCC)=O 5,6-diethyl-2-[2-n-propoxy-5-(2-(4-methylpiperazin-1-yl)acetamido)phenyl]pyrimidin-4(3H)-one Hydrochloride